CC=1C=C(C(=NC1)C1=C(C(=C(C(=C1F)F)F)F)F)B(O)O 5-METHYL-2-(PERFLUOROPHENYL)PYRIDINE-3-BORONIC ACID